BrC1=CC=C(C=2N=C(C=NC12)OC)C(=O)NC=1C=C(C=2N(C1)C=C(N2)C)F 8-bromo-N-{8-fluoro-2-methylimidazo[1,2-a]pyridin-6-yl}-3-methoxyquinoxaline-5-carboxamide